N1=NN(C=C1)C#N 3-triazole-carbonitrile